C(C)(C)(C)OC(=O)N1[C@H](C[C@@H](C1)Br)COC (2R,4S)-4-bromo-2-(methoxymethyl)pyrrolidine-1-carboxylic acid tert-butyl ester